N-Ethoxy-5-(2-fluoro-4-iodophenylamino)imidazo[1,5-a]pyrazine-6-carboxamide C(C)ONC(=O)C=1N=CC=2N(C1NC1=C(C=C(C=C1)I)F)C=NC2